O1CC[C@@H](C2=CC=CC=C12)NC(=O)C=1C=NC2=C(C=CC=C2C1C1COC1)C1=C(C(=CC(=C1)F)F)F (S)-N-(chroman-4-yl)-4-(oxetan-3-yl)-8-(2,3,5-trifluorophenyl)quinoline-3-carboxamide